ethyl 8-((tert-butyldimethylsilyl) oxy)-2-azaspiro[4.5]decane-3-carboxylate [Si](C)(C)(C(C)(C)C)OC1CCC2(CC(NC2)C(=O)OCC)CC1